C(CCCCCCCCCCCCC)[N+](C)(C)[O-] Tetradecyl-Dimethylamine-N-Oxide